CN(S(=O)(=O)F)C N,N-dimethylfluorosulfonamide